6-(5-chloro-2-fluorophenyl)pyridazin ClC=1C=CC(=C(C1)C1=CC=CN=N1)F